1-[2-(2,4-dichlorophenyl)-2-(2-propen-1-yloxy)ethyl]-1H-imidazole ClC1=C(C=CC(=C1)Cl)C(CN1C=NC=C1)OCC=C